O=C1N(C=CC(=C1)OCC1=CC=C(C=C1)B1OC(C(O1)(CC)CC)(CC)CC)C1=CC=2C=C3N(C2C=C1)CCN(CC3)C(=O)OC(C)(C)C tert-Butyl 9-[2-oxo-4-{[4-(4,4,5,5-tetraethyl-1,3,2-dioxaborolan-2-yl)phenyl]methoxy}pyridin-1(2H)-yl]-1,2,4,5-tetrahydro-3H-[1,4]diazepino[1,7-a]indole-3-carboxylate